Tricarbonyl-Nickel C(=O)=[Ni](=C=O)=C=O